1-(3-methoxypropyl)piperidin-4-amine COCCCN1CCC(CC1)N